(S)-2-Hydroxyglutarate O[C@H](C(=O)[O-])CCC(=O)[O-]